tin (II) butyrate C(CCC)(=O)[O-].[Sn+2].C(CCC)(=O)[O-]